(2-Bromophenyl)(4-hydroxyphenyl)methane antimony bismuth tin [Sn].[Bi].[Sb].BrC1=C(C=CC=C1)CC1=CC=C(C=C1)O